N-[2,4-Bis(1,1-dimethylethyl)-5-hydroxyphenyl]-1,4-dihydro-4-oxochinolin CC(C)(C)C1=C(C=C(C(=C1)C(C)(C)C)O)N1C=CC(C2=CC=CC=C12)=O